gold potassium [K].[Au]